1-(tert-butyl)-N-(2-methyl-4-(3-(3-(N-methylacrylamido)piperidin-1-yl)pyridin-4-yl)benzyl)-1H-pyrazole-4-carboxamide C(C)(C)(C)N1N=CC(=C1)C(=O)NCC1=C(C=C(C=C1)C1=C(C=NC=C1)N1CC(CCC1)N(C(C=C)=O)C)C